3-chloro-N-[4-(1-{[(1S,2S)-2-ethoxycyclopropyl]carbamoyl}-3,3-difluorocyclobutyl)phenyl]benzamide ClC=1C=C(C(=O)NC2=CC=C(C=C2)C2(CC(C2)(F)F)C(N[C@@H]2[C@H](C2)OCC)=O)C=CC1